2-(Cyclopentyloxy)isoindoline-1,3-dione C1(CCCC1)ON1C(C2=CC=CC=C2C1=O)=O